ClC(C(=O)N1[C@]2(N(CC(C1)(C)C)C(CC2)=O)C)Cl |r| (RS)-1-Dichloroacetyl-3,3,8a-trimethylperhydropyrrolo[1,2-a]pyrimidin-6-one